N-(3-((7H-pyrrolo[2,3-d]pyrimidin-4-yl)amino)-4-(3-cyanopiperazin-1-yl)phenyl)acetamide N1=CN=C(C2=C1NC=C2)NC=2C=C(C=CC2N2CC(NCC2)C#N)NC(C)=O